ClC=1C=2C(N=C3N(C2C=CC1)C1=CC(=CC=C1C31CCCCC1)B1OC(C(O1)(C)C)(C)C)=O 4'-chloro-10'-(4,4,5,5-tetramethyl-1,3,2-dioxaborolan-2-yl)-5'H-spiro[cyclohexane-1,7'-indolo[1,2-a]quinazolin]-5'-one